C(C1=CC(=C(N)C(=C1)CC)CC)C1=CC(=C(N)C(=C1)CC)CC 4,4'-Methylenbis(2,6-diethyl-anilin)